(2'-fluoro-5'-methoxy-2-(2-methyl-1-(prop-2-yn-1-yloxy)propan-2-yl)-[1,1'-biphenyl]-4-yl)methanol FC1=C(C=C(C=C1)OC)C1=C(C=C(C=C1)CO)C(COCC#C)(C)C